7-(1,5-dimethylpyrazol-4-yl)-4,5,6,7-tetrahydrothiadiazolo[4,5-c]pyridine CN1N=CC(=C1C)C1C2=C(CNC1)N=NS2